C(CCC)P(CCCC)CCCC tri(z-butyl)phosphane